NC1=NN2C(C=C(C=C2)CO)=N1 (2-amino[1,2,4]triazolo[1,5-a]pyridin-7-yl)methanol